2-(2-oxa-5-azabicyclo[2.2.1]heptan-5-yl)-N-((2-(trifluoromethyl)pyridin-3-yl)methyl)pyrido[2,3-d]pyrimidin-4-amine C12OCC(N(C1)C=1N=C(C3=C(N1)N=CC=C3)NCC=3C(=NC=CC3)C(F)(F)F)C2